C(C1=CC=CC=C1)(=O)C1=CC=C(C=C1)NS(=O)(=O)C=1C=C2C(C(NC2=CC1)=O)=C(C)C N-(4-benzoylphenyl)-2-oxo-3-(propan-2-ylidene)indoline-5-sulfonamide